II iodo(iodine)